1-((10-hydroxy-7-(1H-indazole-3-carbonyl)-7-azaspiro[4.5]decan-10-yl)methyl)-N,N-dimethyl-6-oxo-4-phenyl-1,6-dihydropyridine-3-carboxamide OC1(CCN(CC12CCCC2)C(=O)C2=NNC1=CC=CC=C21)CN2C=C(C(=CC2=O)C2=CC=CC=C2)C(=O)N(C)C